NCC1=CC(=C(C=C1)NC(=O)C1=CC2=C(OCCC3=C2SC=C3)C=C1C=1C(=NC(=CC1)N1CCOCC1)C(=O)OC)C methyl 3-(9-((4-(aminomethyl)-2-methylphenyl)carbamoyl)-4,5-dihydrobenzo[b]thieno[2,3-d]oxepin-8-yl)-6-morpholinopicolinate